2-[[3-(6-chloropyrimidin-4-yl)-5-isopropoxy-indazol-2-yl]methoxy]ethyl-trimethyl-silane ClC1=CC(=NC=N1)C=1N(N=C2C=CC(=CC12)OC(C)C)COCC[Si](C)(C)C